ClC1=CC=C(C=C1)[C@H](C)NC=1N=CC2=C(N1)N(C(C=C2)=O)CC2=C(C=CC=C2)F 2-{[(1S)-1-(4-Chlorophenyl)ethyl]amino}-8-(2-fluorobenzyl)pyrido[2,3-d]pyrimidin-7(8H)-on